C(CCC)S.[Ni] nickel n-butanethiol